1-(4-bromo-2-(1H-tetrazol-5-yl)phenyl)butan-1-ol BrC1=CC(=C(C=C1)C(CCC)O)C1=NN=NN1